dibenzo[b,d]thiophen-2-amine C1=C(C=CC=2SC3=C(C21)C=CC=C3)N